Dihexadecyl (S)-2-(((3-(dimethylamino)propyl)(methyl)carbamoyl)oxy)succinate CN(CCCN(C(=O)O[C@H](C(=O)OCCCCCCCCCCCCCCCC)CC(=O)OCCCCCCCCCCCCCCCC)C)C